(S)-4-(2-oxopyrrolidin-1-yl)-3-(4-methylphenyl)-N-((R)-1-(6-(trifluoromethyl)pyridin-3-yl)ethyl)-4,5-dihydro-1H-pyrazol-1-carboxamide O=C1N(CCC1)[C@@H]1C(=NN(C1)C(=O)N[C@H](C)C=1C=NC(=CC1)C(F)(F)F)C1=CC=C(C=C1)C